(E)-6,6-dimethyl-N-(naphthalen-1-ylmethyl)hept-2-en-4-yn-1-amine CC(C#C/C=C/CNCC1=CC=CC2=CC=CC=C12)(C)C